N,N-dimethyl-4-{4-hydroxy-4-[(p-{4-(3-oxa-8-azabicyclo[3.2.1]oct-8-yl)-1H-1,5,7-triazainden-2-yl}phenylamino)methyl]-1-piperidyl}-2-butynamide CN(C(C#CCN1CCC(CC1)(CNC1=CC=C(C=C1)C=1NC2=NC=NC(=C2C1)N1C2COCC1CC2)O)=O)C